COCCNC(=O)C=1C=CC2=C(N=C(O2)NC(=O)OC(C)(C)C)C1 N-2-methoxyethyl-2-(tert-butoxycarbonylamino)-1,3-benzoxazole-5-carboxamide